(2E)-2-methoxyimino-N-methyl-2-[3-methyl-2-[[(E)-1-[4-(trifluoromethyl)-2-pyridyl]-ethylideneamino]oxymethyl]phenyl]acetamide CO\N=C(\C(=O)NC)/C1=C(C(=CC=C1)C)CO/N=C(\C)/C1=NC=CC(=C1)C(F)(F)F